F[P-](F)(F)(F)(F)F.CN(C(N(C)C)=O)C tetramethylurea hexafluorophosphate